C(=O)OC(C)C iso-propyl formate